4-(((6-(4-chlorophenyl)spiro[3.5]non-6-en-7-yl)methyl)piperazin-1-yl)benzamide ClC1=CC=C(C=C1)C=1CC2(CCC2)CCC1CC1N(CCNC1)C1=CC=C(C(=O)N)C=C1